dipropoxyheptenyl pentoxymethyl ether C(CCCC)OCOC=CCCCCC(OCCC)OCCC